(2S)-3-Hydroxy-2-{4-[(2-methylpentyl)oxy]phenyl}-N-[(1R)-1-(thiophen-2-yl)ethyl]propenamide OC=C(C(=O)N[C@H](C)C=1SC=CC1)C1=CC=C(C=C1)OC[C@H](CCC)C